methyl-4-phenylpicolinamide CC=1C(=NC=CC1C1=CC=CC=C1)C(=O)N